Sulfuric acid sodium sulfate S(=O)(=O)([O-])[O-].[Na+].S(O)(O)(=O)=O.[Na+]